3-(3-(3-(4-(1-Aminocyclobutyl)phenyl)-2-(2-aminopyridin-3-yl)-3H-imidazo[4,5-b]pyridin-5-yl)phenyl)-N-(5-((2-(2,6-dioxopiperidin-3-yl)-1,3-dioxoisoindolin-4-yl)amino)pentyl)propanamid NC1(CCC1)C1=CC=C(C=C1)N1C(=NC=2C1=NC(=CC2)C=2C=C(C=CC2)CCC(=O)NCCCCCNC2=C1C(N(C(C1=CC=C2)=O)C2C(NC(CC2)=O)=O)=O)C=2C(=NC=CC2)N